(3aR,5R,6aS)-5-(2,4-difluorophenoxy)-2-((2S)-2-hydroxy-2-(1-(tetrahydro-2H-pyran-2-yl)-1H-indazol-5-yl)ethyl)hexahydrocyclopenta[c]pyrrol FC1=C(OC2C[C@@H]3[C@@H](CN(C3)C[C@H](C=3C=C4C=NN(C4=CC3)C3OCCCC3)O)C2)C=CC(=C1)F